CC1=C(C(=NO1)C=1C=NC(=CC1)C)COC1=CC=C(N=N1)C(=O)N 6-((5-Methyl-3-(6-methylpyridin-3-yl)isoxazol-4-yl)methoxy)pyridazin-3-carboxamid